dimethyl ethylene acrylate C(C=C)(=O)O.CC=CC